2-(2-chloro-5-isopropyl-8-oxothieno[2',3':4,5]pyrrolo[1,2-d][1,2,4]triazin-7(8H)-yl)-N-(2-chloropyridin-3-yl)acetamide silver-copper-zinc-cadmium [Cd].[Zn].[Cu].[Ag].ClC1=CC2=C(C=C3N2C(=NN(C3=O)CC(=O)NC=3C(=NC=CC3)Cl)C(C)C)S1